O1C(=CC=C1)N1N=C(N=N1)C(=O)OCC ethyl 2-(furan-2-yl)-2H-tetrazol-5-carboxylate